C(C)C=1C=C(C=NC1OC)C1CN(CCC1)CCC(=O)N1CCN(CC1)C1=NC=C(C=N1)C(F)(F)F 3-(3-(5-ethyl-6-methoxypyridin-3-yl)piperidin-1-yl)-1-(4-(5-(trifluoromethyl)pyrimidin-2-yl)piperazin-1-yl)propan-1-one